(1,2,4-triazol-1-yl)-methylhexanoic acid N1(N=CN=C1)C(C(=O)O)(CCCC)C